ClC(=O)N1C(C(N(C[C@@H]1C)CCNC(OC(C)(C)C)=O)=O)=O tert-butyl (S)-(2-(4-(chlorocarbonyl)-5-methyl-2,3-dioxopiperazin-1-yl)ethyl)carbamate